CC1=CC(=NN1)NC1=NC(=NC(=C1)C=1C=NC(=CC1)C)NC1CC2CCCC(C1)N2CCC#N 3-((3-Exo)-3-((4-((5-methyl-1H-pyrazol-3-yl)amino)-6-(6-methylpyridin-3-yl)pyrimidin-2-yl)amino)-9-azabicyclo[3.3.1]nonan-9-yl)propionitrile